thiophene-2,5-diylbis(methylene) dicarbamimidothioate dihydrochloride Cl.Cl.C(N)(=N)SCC=1SC(=CC1)CSC(N)=N